tert-butyl 2-oxo-6-azabicyclo[3.2.1]octane-6-carboxylate O=C1C2CN(C(CC1)C2)C(=O)OC(C)(C)C